methyl 7-(1-(adamantan-1-ylmethyl)-5-methyl-1H-pyrazol-4-yl)-2-(bis(t-butoxycarbonyl) amino)-[1,2,4]triazolo[1,5-a]pyridine-8-carboxylate C12(CC3CC(CC(C1)C3)C2)CN2N=CC(=C2C)C2=C(C=3N(C=C2)N=C(N3)N(C(=O)OC(C)(C)C)C(=O)OC(C)(C)C)C(=O)OC